The molecule is an organobromine compound. It has a role as a fluorochrome. It derives from a hydride of a coumarin 480. C1CC2=CC3=C(C4=C2N(C1)CCC4)OC(=O)C=C3CBr